C(C)N1[C@@H](C=2N=CC(=C(C3=CN4C(C(OCCOCCCNC1=O)=N3)=NC=C4)C2)OC)C (12R)-13-ethyl-8-methoxy-12-methyl-12,13,15,16,17,18,20,21-octahydro-14H-6,23-(azeno)-11,7-(metheno)imidazo[2,1-f][1,4,7,13,16,18]dioxatetraazacyclohenicosin-14-one